2-(2,6-bis(benzyloxy)pyridin-3-yl)-6-bromobenzo[d]oxazole C(C1=CC=CC=C1)OC1=NC(=CC=C1C=1OC2=C(N1)C=CC(=C2)Br)OCC2=CC=CC=C2